F[C@H]1C[C@@](C[C@H]1NS(=O)(=O)C(C)C)(C(=O)[O-])CC1=CC(=CC=C1)C1=NC=C(C=N1)F (1R,3S,4R)-3-fluoro-1-(3-(5-fluoropyrimidin-2-yl)benzyl)-4-((1-methylethyl)sulfonamido)cyclopentane-1-carboxylate